FC1(CC(C1)CN1N=C(C(=C1C(=O)NC1=CC(=NC=C1)S(=O)C)C(F)(F)F)C(C)(F)F)F 1-((3,3-difluorocyclobutyl)methyl)-3-(1,1-difluoroethyl)-N-(2-(methylsulfinyl)pyridin-4-yl)-4-(trifluoromethyl)-1H-pyrazole-5-carboxamide